ClC1=C2C(=NC=C1C1=CC(=CC=C1)C=1C(N(C=CC1)C)=O)NC[C@@]21C[C@](CC1)(C(=O)N)C (1S,3S)-4'-Chloro-3-methyl-5'-(3-(1-methyl-2-oxo-1,2-dihydropyridin-3-yl)phenyl)-1',2'-dihydrospiro[cyclopentane-1,3'-pyrrolo[2,3-b]pyridine]-3-carboxamide